C(C=C)[Pd-2](=C1N(C2=C(N1C(C)(CC(C)(C)C)C)C=CC=C2)C(C)(CC(C)(C)C)C)Cl Allyl-[1,3-bis(2,4,4-trimethylpentan-2-yl)benzimidazolidin-2-ylidene]palladium(II) chloride